NC1=C(C(=CC=C1)F)C=1C(=CC2=C(N(C(N=C2N2C[C@H](N(C[C@@H]2C)C(=O)OC(C)(C)C)C)=O)C=2C(=NC=CC2C)C(C)C)N1)Cl tert-butyl (2R,5S)-4-(7-(2-amino-6-fluorophenyl)-6-chloro-1-(2-isopropyl-4-methylpyridin-3-yl)-2-oxo-1,2-dihydropyrido[2,3-d]pyrimidin-4-yl)-2,5-dimethylpiperazine-1-carboxylate